C(CC)OC(C(N)(C)C)=O.C(CCCCCCCCCCCCCCCCC)(=O)N stearamide propyl-dimethyl-aminoacetate